C1(CCCC1)C(=O)C1=CN(C=2N=CN=C(C21)N[C@H]2CN(CCC2)C(=O)OC(C)(C)C)COCC[Si](C)(C)C tert-butyl (R)-3-((5-(cyclopentanecarbonyl)-7-((2-(trimethylsilyl)ethoxy)methyl)-7H-pyrrolo[2,3-d]pyrimidin-4-yl)amino)piperidine-1-carboxylate